C(C)(C)(C)NC(=O)NC=1C=CC2=C(OCC(N2CC2=CC(=CC=C2)C(F)F)=O)C1 1-(tert-butyl)-3-(4-(3-(difluoromethyl)benzyl)-3-oxo-3,4-dihydro-2H-benzo[b][1,4]oxazin-7-yl)urea